Cyclopropylmethyl ((4-nitrophenoxy)(phenoxy)phosphoryl)-L-alaninate [N+](=O)([O-])C1=CC=C(OP(=O)(OC2=CC=CC=C2)N[C@@H](C)C(=O)OCC2CC2)C=C1